C1(CC1)N1N=C(C2=C1C=NN(C2=O)CC(=O)N[C@@H](C)C2=C(C=C(C=C2)C)F)C (S)-2-(1-cyclopropyl-3-methyl-4-oxo-1,4-dihydro-5H-pyrazolo[3,4-d]pyridazin-5-yl)-N-(1-(2-fluoro-4-methylphenyl)ethyl)acetamide